1-[2-deoxy-3,5-bis-O-(4-methylbenzoyl)-β-D-erythro-pentofuranosyl]-(S)-5-benzyloxyazepan-2-one CC1=CC=C(C(=O)O[C@H]2C[C@@H](O[C@@H]2COC(C2=CC=C(C=C2)C)=O)N2C(CC[C@@H](CC2)OCC2=CC=CC=C2)=O)C=C1